C(C1=CC=CC=C1)N([C@H](C=O)C1=CC=CC=C1)CC1=CC=CC=C1 (S)-2-(dibenzylamino)-2-phenylacetaldehyde